4-hydroxy-2-isopentenylphenol OC1=CC(=C(C=C1)O)CCC(=C)C